N-(4-fluorophenylsulfonyloxy)succinimide FC1=CC=C(C=C1)S(=O)(=O)ON1C(CCC1=O)=O